CCN1CCCCC1 ETHYLPIPERIDINE